CC1(C(C(=C[C@]2(CCN(C2)C(=O)C=2N=CSC2C)C1)C#N)=O)C (5R)-9,9-dimethyl-2-(5-methyl-1,3-thiazole-4-carbonyl)-8-oxo-2-azaspiro[4.5]dec-6-ene-7-carbonitrile